C(C1=CC=CC=C1)OCCOC1=C(C=CC(=C1)Cl)CC(=O)N1CCC2=CC=C(C=C12)C(F)(F)F 2-(2-(2-(benzyloxy)ethoxy)-4-chlorophenyl)-1-(6-(trifluoromethyl)indolin-1-yl)ethanone